ClC1=C(C(=CC=C1F)Cl)[C@@H](C)OC=1C(=NC=C(C1)C=1C=NN(C1)C1CCNCC1)N (R)-3-(1-(2,6-dichloro-3-fluorophenyl)ethoxy)-5-(1-(piperidin-4-yl)-1H-pyrazol-4-yl)pyridin-2-amine